3-(2-((1-ethylcyclooctyl)oxycarbonyl)ethylthio)propyltrimethoxysilane C(C)C1(CCCCCCC1)OC(=O)CCSCCC[Si](OC)(OC)OC